(3-fluoro-2-(3-(4-(4-methylpiperazin-1-yl)phenyl)-1H-pyrazolo[3,4-c]pyridin-5-yl)phenyl)methylamine FC=1C(=C(C=CC1)CN)C=1C=C2C(=CN1)NN=C2C2=CC=C(C=C2)N2CCN(CC2)C